C1CCC2=C(C=3CCCC3C=C12)NC=1OC(CN1)(C(=O)OCC)C=1N(C=CN1)C ethyl 2-((1,2,3,5,6,7-hexahydro-s-indacen-4-yl)amino)-5-(1-methyl-1H-imidazol-2-yl)-4,5-dihydrooxazole-5-carboxylate